(S)-2-amino-5-(4-(2-(3,5-difluorophenyl)-2-hydroxyacetamido)-2-methylphenyl)-N-ethylnicotinamide NC1=C(C(=O)NCC)C=C(C=N1)C1=C(C=C(C=C1)NC([C@@H](O)C1=CC(=CC(=C1)F)F)=O)C